C1[C@H](C([C@@H](CC1(C(=O)O)O)OC(=O)C2=CC(=C(C(=C2)O)O)O)OC(=O)C3=CC(=C(C(=C3)O)O)O)OC(=O)C4=CC(=C(C(=C4)O)O)O 3,4,5-tri-O-galloylquinic acid